CC1(OCC(CO1)(C)CN)C [(2,2,5-trimethyl-1,3-dioxan-5-yl)methyl]amin